CS(=O)(=O)C=1C=C(C=CC1)C(=C1CCN(CC1)C(=O)OC(C)(C)C)C1=CC=CC=C1 tert-Butyl 4-[(3-(methylsulfonyl)phenyl)(phenyl)methylene]piperidine-1-carboxylate